C(C)(C)(C)OC(=O)N1CCC(=CC1)C=1C(=NC=C(C1)F)C(=O)OC methyl 3-(1-tert-butoxycarbonyl-3,6-dihydro-2H-pyridin-4-yl)-5-fluoro-pyridine-2-carboxylate